(5S)-6-[4-(3-methoxypropyl)-3-(trifluoromethyl)phenyl]-5-methyl-4,5-dihydro-1,2,4-triazin-3(2H)-one COCCCC1=C(C=C(C=C1)C=1[C@@H](NC(NN1)=O)C)C(F)(F)F